ClC=1C=C(C=C(C1)Cl)\C(\C)=N\OCC1=C(C=CC=C1C)\C(\C(=O)OC)=N/OC Methyl (2E)-2-[2-[[(E)-1-(3,5-Dichlorophenyl)Ethylideneamino]Oxymethyl]-3-MethylPhenyl]-2-Methoxyimino-Acetate